6-Benzyl-3-(pyridin-4-ylmethyl)-2,3,4,6-tetrahydropyrido[3,4-c][1,8]naphthyridine C(C1=CC=CC=C1)N1C=C2C(C=3C=CC=NC13)=CCN(C2)CC2=CC=NC=C2